methyl (S)-2-(4-((4-(1H-1,2,4-triazol-1-yl)phenyl)sulfonamido)-2,6-difluorobenzamido)-3-(4-(2,6-dimethoxyphenyl)naphthalen-1-yl)propanoate N1(N=CN=C1)C1=CC=C(C=C1)S(=O)(=O)NC1=CC(=C(C(=O)N[C@H](C(=O)OC)CC2=CC=C(C3=CC=CC=C23)C2=C(C=CC=C2OC)OC)C(=C1)F)F